trimethyl-7'-oxo-6',7'-dihydrospiro[cyclopropane-1,5'-inden] CC1=C(C(=C2C(CC3(C=C12)CC3)=O)C)C